4-fluoro-1-isopropyl-6-(4,4,5,5-tetramethyl-1,3,2-dioxaborolan-2-yl)benzimidazole FC1=CC(=CC=2N(C=NC21)C(C)C)B2OC(C(O2)(C)C)(C)C